CC1(OC1(CSC1=CC=C(C=C1)F)C1=CC=CC=C1)C 2,2-dimethyl-3-phenyl-3-((p-fluorophenylthio)methyl)oxirane